N-((R)-1-(3-(difluoromethyl)-2-fluorophenyl)ethyl)-4-(((3s,4R)-3-fluoro-1-methylpiperidin-4-yl)amino)-1-(3-fluorobicyclo[1.1.1]pent-1-yl)-6-oxo-1,6-dihydropyridine-3-carboxamide FC(C=1C(=C(C=CC1)[C@@H](C)NC(=O)C1=CN(C(C=C1N[C@H]1[C@H](CN(CC1)C)F)=O)C12CC(C1)(C2)F)F)F